ClC1=C2N(C(C(=N1)Cl)=O)[C@@H](CC2)C(=O)OCC Ethyl (S)-1,3-dichloro-4-oxo-4,6,7,8-tetrahydropyrrolo[1,2-a]pyrazine-6-carboxylate